(S,E)-tert-butyl (8-(3-(methyl((3-methylbenzofuran-2-yl)methyl)amino)-3-oxoprop-1-en-1-yl)-4-oxo-2,3,4,5-tetrahydro-1H-pyrido[2,3-b][1,4]diazepin-3-yl)carbamate CN(C(/C=C/C1=CC2=C(NC([C@H](CN2)NC(OC(C)(C)C)=O)=O)N=C1)=O)CC=1OC2=C(C1C)C=CC=C2